1-(4-Aminophenyl)-1,3,3-trimethyl-indan NC1=CC=C(C=C1)C1(CC(C2=CC=CC=C12)(C)C)C